2-bromo-3-(difluoromethoxy)naphthalene BrC1=CC2=CC=CC=C2C=C1OC(F)F